C(\C=C\C(=O)OCCCCCCCC)(=O)OCCCCCCCC dioctyl (E)-but-2-enedioate